5-bromo-2-methylpent-2-ene BrCCC=C(C)C